C1(CCCCC1)CNCC=1C=CC=2N(C1)C=C(N2)CNC(=O)C=2OC1=CC(=CC=C1C(C2)=O)F N-[(6-{[(cyclohexylmethyl)amino]methyl}imidazo[1,2-a]pyridin-2-yl)methyl]-7-fluoro-4-oxo-4H-chromene-2-carboxamide